N1=CC(=CC=C1)COC1=CC=C(C=C1)[C@H]1[C@@H](C1)NC1CCC(CC1)N N1-((trans)-2-(4-(pyridin-3-ylmethoxy)phenyl)cyclopropyl)cyclohexane-1,4-diamine